O1C(COCC1)C1CCNCC1 4-(1,4-dioxan-2-yl)piperidine